(2,5-difluorophenyl)hydrazine FC1=C(C=C(C=C1)F)NN